4-chloro-3-(4-((S)-2-cyclohexyl-2-(2-(oxetan-3-yl)-1,2,3,4-tetrahydropyrrolo[1,2-a]pyrazine-6-carboxamido)acetamido)-2-fluorophenyl)-2-methylpyridine 1-oxide ClC1=C(C(=[N+](C=C1)[O-])C)C1=C(C=C(C=C1)NC([C@@H](NC(=O)C1=CC=C2N1CCN(C2)C2COC2)C2CCCCC2)=O)F